FC(C1=CC=C(C=N1)C1CC(C1)O)(F)F 3-[6-(Trifluoromethyl)pyridin-3-yl]cyclobutan-1-ol